[Si](C)(C)(C(C)(C)C)OC(CC(=O)SCCOP(=O)(OCCSC(CC(C)(O[Si](C)(C)C(C)(C)C)C)=O)C(C1=CC2=C(SC(=C2)C(=O)OC2=C(C(=C(C(=C2F)F)F)F)F)C=C1)(F)F)(C)C perfluorophenyl 5-((bis(2-((3-((tert-butyldimethylsilyl) oxy)-3-methylbutanoyl) thio)ethoxy)phosphoryl) difluoromethyl)benzo[b]thiophene-2-carboxylate